IC1=CC=C(C=C1)N1CC2(CCN2C2CCN(CC2)C=2C=C3CN(C(C3=CC2)=O)C2C(NC(CC2)=O)=O)C1 3-(5-[4-[6-(4-iodophenyl)-1,6-diazaspiro[3.3]heptan-1-yl]piperidin-1-yl]-1-oxo-3H-isoindol-2-yl)piperidine-2,6-dione